rhodium bromide dihydrate O.O.[Rh](Br)(Br)Br